4-(2-chloroethyl)-1-[(S)-[(1S)-cyclohex-2-en-1-yl]-hydroxymethyl]-5-methyl-6-oxa-2-azabicyclo[3.2.0]heptane-3,7-dione ClCCC1C(NC2(C(OC12C)=O)[C@@H](O)[C@@H]1C=CCCC1)=O